6-oxa-2-azaspiro[4.5]decane C1NCCC12OCCCC2